(2,4-di-tert-butylphenyl)-[1,1-biphenyl]-4,4'-diyl bisphosphonite P(OC1=CC(=C(C=C1)C1=CC=C(C=C1)OP[O-])C1=C(C=C(C=C1)C(C)(C)C)C(C)(C)C)[O-]